3-(6-chloro-5-fluoropyrimidin-4-yl)-2-(2,4-difluorophenyl)-1-(1H-1,2,4-triazol-1-yl)butan-2-ol hydrochloride Cl.ClC1=C(C(=NC=N1)C(C(CN1N=CN=C1)(O)C1=C(C=C(C=C1)F)F)C)F